8-methoxy-6-[7-(1-methylpyrazol-4-yl)imidazo[1,2-a]pyridin-3-yl]-2-(2,2,2-trifluoroethyl)-3,4-dihydroisoquinolin-1-one COC=1C=C(C=C2CCN(C(C12)=O)CC(F)(F)F)C1=CN=C2N1C=CC(=C2)C=2C=NN(C2)C